[(2S,5S)-2,3-dihydro-2,5-methano-1,4-benzoxazepin-4(5H)-yl][1-(trifluoromethyl)cyclobutyl]methanone O1[C@@H]2CN([C@H](C3=C1C=CC=C3)C2)C(=O)C2(CCC2)C(F)(F)F